(S)-(6-((2-amino-3-chloropyridin-4-yl)thio)-3-(5'-amino-5',6'-dihydrospiro[piperidine-4,4'-pyrrolo[1,2-b]pyrazol]-1-yl)pyrazin-2-yl)methanol NC1=NC=CC(=C1Cl)SC1=CN=C(C(=N1)CO)N1CCC2([C@@H](CN3N=CC=C32)N)CC1